C(CC1=CC=CC=C1)NC1CC2=C(N(N=C2CC1)C1=NC=CC=C1)O 5-phenethylamino-2-pyridin-2-yl-4,5,6,7-tetrahydro-2H-indazol-3-ol